NC1=C(C(=CC=2N(C(=NC21)COC)C)C(F)(F)F)C2=CC=CN1C(=CC(=C21)[N+](=O)[O-])C(=O)C2=CC(=C(C(=C2)F)F)F (8-(4-amino-2-(methoxymethyl)-1-methyl-6-(trifluoromethyl)-1H-benzo[d]imidazol-5-yl)-1-nitroindolizin-3-yl)(3,4,5-trifluorophenyl)methanone